BrC1=CC=CC=2N=C3N(CCCC3)C21 9-bromo-benzo[4,5]imidazo[1,2-a]piperidine